3-(4-fluoro-3-(trifluoromethyl)phenyl)propanoate FC1=C(C=C(C=C1)CCC(=O)[O-])C(F)(F)F